7-bromo-5-chloro-2,3-dihydroindene-1-one BrC=1C=C(C=C2CCC(C12)=O)Cl